N-[5-(1-methyl-5-amino-indol-2-yl)-[1,2,4]triazolo[1,5-a]pyridin-2-yl]cyclopropanecarboxamide CN1C(=CC2=CC(=CC=C12)N)C1=CC=CC=2N1N=C(N2)NC(=O)C2CC2